ClC1=CC=C(C=C1)C=1C=C(C(N(N1)C=1C=NN(C1)C)=O)C(=O)N[C@@H](C)C1=CC(=C(C=C1)O)F (S)-6-(4-chlorophenyl)-N-(1-(3-fluoro-4-hydroxyphenyl)ethyl)-2-(1-methyl-1H-pyrazol-4-yl)-3-oxo-2,3-dihydropyridazine-4-carboxamide